CC1=CC=C(C[C@H](N)C(=O)O)C=C1 4-methylphenylalanine